O=C1C(C2(CCN(CC2)C(=O)OC(C)(C)C)CCC1)C(=O)OC 3-(tert-Butyl) 7-Methyl 8-Oxo-3-azaspiro[5.5]undecane-3,7-dicarboxylate